2,4-dichloro-5-(4-methoxyphenyl)-6-phenylpyrimidine ClC1=NC(=C(C(=N1)Cl)C1=CC=C(C=C1)OC)C1=CC=CC=C1